S1C(=NC2=C1C=CC=C2)CN2CCN(CC2)C2=CC(=C(C=C2C=2N=NNN2)NC(C)=O)C2CC2 N-[4-[4-(1,3-benzothiazol-2-ylmethyl)piperazin-1-yl]-2-cyclopropyl-5-(2H-tetrazol-5-yl)phenyl]acetamide